[4-(4-tert-butoxycarbonyl-3-cyclopentyl-phenyl)quinazolin-7-yl]oxononanoic acid C(C)(C)(C)OC(=O)C1=C(C=C(C=C1)C1=NC=NC2=CC(=CC=C12)C(C(C(=O)O)=O)CCCCCC)C1CCCC1